C(CCCCCC(C)(C)C)(=O)O.C(C)O.C(C)O.C(C)O.C(C)O tetrakis[ethanol] neodecanoate